Methyl 5-(5-(bis(4-methoxybenzyl)amino)-2-(trifluoromethyl)phenyl)-5-hydroxy-3-oxopentanoate COC1=CC=C(CN(C=2C=CC(=C(C2)C(CC(CC(=O)OC)=O)O)C(F)(F)F)CC2=CC=C(C=C2)OC)C=C1